4-((3-Fluoro-6-nitro-2-(trifluoromethyl)phenyl)amino)piperidine-1-carboxylic acid tert-butyl ester C(C)(C)(C)OC(=O)N1CCC(CC1)NC1=C(C(=CC=C1[N+](=O)[O-])F)C(F)(F)F